7-chloro-6-fluoro-1-phenylquinazolin-2,4(1H,3H)-dione ClC1=C(C=C2C(NC(N(C2=C1)C1=CC=CC=C1)=O)=O)F